tert-Butyl 2-(2-((2-chloro-5-nitropyrimidin-4-yl) amino)ethyl)pyrrolidine-1-carboxylate ClC1=NC=C(C(=N1)NCCC1N(CCC1)C(=O)OC(C)(C)C)[N+](=O)[O-]